CN1CC(N(CC1)C(=O)C1=C(C=C(C=C1)NC(=O)C1CC1)N1CCCC1)C1=C(C=CC=C1)C(F)(F)F N-[4-[4-methyl-2-[2-(trifluoromethyl)phenyl]piperazine-1-carbonyl]-3-pyrrolidin-1-ylphenyl]cyclopropanecarboxamide